(S)-1'-(2-azabicyclo[2.1.1]hexane-5-carbonyl)-5,6-dichlorospiro[indoline-3,3'-pyrrolidin]-2-one C12NCC(C1C(=O)N1C[C@@]3(CC1)C(NC1=CC(=C(C=C13)Cl)Cl)=O)C2